BrC1=C(N=C2N(C1=O)C=CS2)N[C@@H]2C[C@@H](CN(C2)C)C2=CC=C(OCCC1CN(CC1)C(=O)OC(C)(C)C)C=C2 Tert-butyl 3-(2-(4-((3R,5R)-5-((6-bromo-5-oxo-5H-thiazolo[3,2-a]pyrimidin-7-yl)amino)-1-methylpiperidin-3-yl)phenoxy)ethyl)pyrrolidine-1-carboxylate